(2S)-3-[(3R)-3-(azetidin-3-yl)piperidin-1-yl]propane-1,2-diol N1CC(C1)[C@@H]1CN(CCC1)C[C@@H](CO)O